CC1=NN(C=C1NC1=NC=C(C(=N1)C=1SC=C(C1)S(=O)(=O)C)C(F)(F)F)C1CN(C1)C(=O)OC(C)(C)C tert-butyl 3-(3-methyl-4-((4-(4-(methylsulfonyl)thiophen-2-yl)-5-(trifluoromethyl)pyrimidin-2-yl)amino)-1H-pyrazol-1-yl)azetidine-1-carboxylate